C(#N)C(C(=O)NC(OCC)=O)=NNC1=CC(=C(C(=C1)Cl)OC1=CN(C(C=C1)=O)C(C)C)Cl Ethyl (2-cyano-2-(2-(3,5-dichloro-4-((1-isopropyl-6-oxo-1,6-dihydropyridin-3-yl)oxy)phenyl)hydrazono)acetyl)carbamate